methylamine bis(trifluoroacetic acid) salt FC(C(=O)O)(F)F.FC(C(=O)O)(F)F.CN